C(C)(C)(C)OC(=O)NCCCC1=CC=C(C=C1)CO[C@@H]([C@H](CCC(N)=O)NC(=O)[C@@H]1[C@@H]2C[C@@H]2CN1C(=O)OCC1C2=CC=CC=C2C=2C=CC=CC12)C 9H-fluoren-9-ylmethyl (1R,2S,5S)-2-[[(3S,4R)-4-[(4-[3-[(tert-butoxycarbonyl)amino]propyl]phenyl)methoxy]-1-carbamoylpentan-3-yl]carbamoyl]-3-azabicyclo[3.1.0]hexane-3-carboxylate